6-(2,6-dichlorophenyl)-8-methyl-2-({4-[(3R)-pyrrolidin-3-ylamino]phenyl}amino)pyrido[2,3-d]pyrimidin-5(8H)-one ClC1=C(C(=CC=C1)Cl)C=1C(C2=C(N=C(N=C2)NC2=CC=C(C=C2)N[C@H]2CNCC2)N(C1)C)=O